(3,3-diethoxyprop-1-en-1-yl)benzene [(Z)-hex-3-enyl](2R)-2-hydroxy-3-methylbutanoate C(C\C=C/CC)OC([C@@H](C(C)C)O)=O.C(C)OC(C=CC1=CC=CC=C1)OCC